ClC=1C=2N(C=CN1)C(=NC2)CCCOC 8-Chloro-3-(3-methoxypropyl)imidazo[1,5-a]pyrazine